(6-chloro-3-((2,6-dimethoxyphenyl)amino)pyrazin-2-yl)-6-ethoxypyridinecarboxamide ClC1=CN=C(C(=N1)C=1C(=NC(=CC1)OCC)C(=O)N)NC1=C(C=CC=C1OC)OC